3,5-dihydropyrrol N1=CCCC1